sodium 5-(trifluoromethyl)-2H-tetrazole FC(C=1N=NNN1)(F)F.[Na]